FC1(C[C@H](N(C[C@@H]1C)C(C(=O)NC=1C=C(C(=NC1)NC(OC(C)(C)C)=O)C)=O)C=1C=NC(=CC1)C)F |r| rac-tert-Butyl N-[5-[[2-[(2S,5S)-4,4-difluoro-5-methyl-2-(6-methyl-3-pyridyl)-1-piperidyl]-2-oxo-acetyl]amino]-3-methyl-2-pyridyl]carbamate